3-((pyridin-4-ylmethyl)amino)-2,3-dihydrothiophene 1,1-dioxide N1=CC=C(C=C1)CNC1CS(C=C1)(=O)=O